The molecule is a glycophytoceramide having an alpha-D-galctopyranosyl residue at the O-1 position and a nonanoyl group attached to the nitrogen. It derives from an alpha-D-galactose. CCCCCCCCCCCCCC[C@H]([C@H]([C@H](CO[C@@H]1[C@@H]([C@H]([C@H]([C@H](O1)CO)O)O)O)NC(=O)CCCCCCCC)O)O